5-amino-3-butyl-1-methyl-1H-pyrazole-4-carbonitrile NC1=C(C(=NN1C)CCCC)C#N